methoxy-4-(4-methylpyrimidin-2-yl)aniline CONC1=CC=C(C=C1)C1=NC=CC(=N1)C